5-chloro-N-(2,4-dimethoxybenzyl)-2,4-difluoro-N-(2-(trifluoromethyl)pyrimidin-4-yl)benzenesulfonamide ClC=1C(=CC(=C(C1)S(=O)(=O)N(C1=NC(=NC=C1)C(F)(F)F)CC1=C(C=C(C=C1)OC)OC)F)F